4-chloro-2-(methoxycarbonyl)pyridine 1-oxide ClC1=CC(=[N+](C=C1)[O-])C(=O)OC